5-methoxyoctyl-magnesium bromide COC(CCCC[Mg]Br)CCC